CN1N=C(C=C1)C1=CC=2N(C=C1)C(=CN2)C(=O)OCC ethyl 7-(1-methyl-1H-pyrazol-3-yl)imidazo[1,2-a]pyridine-3-carboxylate